FC1([C@@H]2N(CCN(C1)CC2)C(=O)C=2C1=C(N(N2)C2=CC(=C(C=C2)OC)C(F)(F)F)CCC1)F R-(6,6-difluoro-1,4-diazabicyclo[3.2.2]nonan-4-yl)-[1-[4-methoxy-3-(trifluoromethyl)phenyl]-1,4,5,6-tetrahydrocyclopenta[c]pyrazol-3-yl]methanone